C(C)OC(=O)C=1C=NC2=CC(=CC=C2C1NC1=CC(=CC(=C1)OC1CCOCC1)C(=O)OC(C)(C)C)Br 7-bromo-4-((3-(tert-butoxycarbonyl)-5-((tetrahydro-2H-pyran-4-yl)oxy)phenyl)amino)quinoline-3-carboxylic acid ethyl ester